F\C(\CO)=C/C1=CN=NN1CC1=CC=C(C=C1)OC (Z)-2-fluoro-3-(1-(4-methoxybenzyl)-1H-1,2,3-triazol-5-yl)prop-2-en-1-ol